COC1=CC=C(C=C1)C1=NOC(=C1)NC1=NC(=NC=C1)N1CCC(CC1)CCO 2-(1-(4-((3-(4-Methoxyphenyl)isoxazol-5-yl)amino)pyrimidin-2-yl)piperidin-4-yl)ethan-1-ol